COC=1N=C2C(=CC=NC2=CC1OC)OC1=C(C=C(C=C1)NC(=O)C=1C(=NC(=C(C1O)C=1N(N=C(C1)C)C)C)C)F N-[4-[(6,7-dimethoxy-1,5-naphthyridin-4-yl)oxy]-3-fluorophenyl]-5-(2,5-dimethylpyrazol-3-yl)-4-hydroxy-2,6-dimethylpyridine-3-carboxamide